COC(=O)C1=CC2=C(NC(=N2)NC(=O)C2=CC(=NN2CC)C)C(=C1)OC 2-(1-ethyl-3-methyl-1H-pyrazol-5-carboxamido)-7-methoxy-1H-benzo[d]imidazole-5-carboxylic acid methyl ester